(7R,8aS)-7-(2,3-dichloro-6-hydroxyphenyl)-2-[2-hydroxypropyl]hexahydropyrrolo[1,2-a]pyrazin-4-one ClC1=C(C(=CC=C1Cl)O)[C@H]1C[C@@H]2N(C(CN(C2)CC(C)O)=O)C1